CN1C=CC2=C1N=CN=C2OC2=CC=C(CNCC=1C=NC(=CC1)C(F)(F)F)C=C2 (4-((7-methyl-7H-pyrrolo[2,3-d]pyrimidin-4-yl)oxy)benzyl)-((6-(trifluoromethyl)pyridin-3-yl)methyl)amine